(2S)-4-[(2,5-dimethyl-3-nitro-phenyl)methyl]-2-methyl-piperazine-1-carboxylic acid tert-butyl ester C(C)(C)(C)OC(=O)N1[C@H](CN(CC1)CC1=C(C(=CC(=C1)C)[N+](=O)[O-])C)C